6-[[5-fluoro-3-(2,2,2-trifluoroethoxy)-2-pyridyl]oxy]-N-(4-isopropyl-1,1-dioxo-thian-4-yl)-3-methyl-imidazo[1,2-a]pyridine-2-carboxamide FC=1C=C(C(=NC1)OC=1C=CC=2N(C1)C(=C(N2)C(=O)NC2(CCS(CC2)(=O)=O)C(C)C)C)OCC(F)(F)F